tert-Butyl (S)-5-chloro-2-((1-methoxy-3-(naphthalen-2-yl)-1-oxopropan-2-yl)carbamoyl)-1H-indole-1-carboxylate ClC=1C=C2C=C(N(C2=CC1)C(=O)OC(C)(C)C)C(N[C@H](C(=O)OC)CC1=CC2=CC=CC=C2C=C1)=O